BrC=1C=C2C3=C(C(N(C(C3=CC=C2)=O)C)=O)C1 5-bromo-2-methyl-1H-benzo[de]isoquinoline-1,3(2H)-dione